The molecule is a monocarboxylic acid anion resulting from the deprotonation of the carboxy group of steviolmonoside. The major species at pH 7.3. It is a conjugate base of a steviolmonoside. C[C@@]12CCC[C@@]([C@H]1CC[C@]34[C@H]2CC[C@](C3)(C(=C)C4)O[C@H]5[C@@H]([C@H]([C@@H]([C@H](O5)CO)O)O)O)(C)C(=O)[O-]